N1C(COCC1)=O 3-morpholin-one